FC(C(=O)O)(F)F.FC1=CC(=C(C=N1)N)I 6-fluoro-4-iodopyridin-3-amine trifluoroacetate salt